2-[(1-methylsulfonylpiperidin-4-yl)amino]-5-(trifluoromethyl)pyrimidin CS(=O)(=O)N1CCC(CC1)NC1=NC=C(C=N1)C(F)(F)F